3-(2-(methylthio)propanoyl)thiazolidine-4-carboxylic acid CSC(C(=O)N1CSCC1C(=O)O)C